CC(C#C)(CCO)O 3-methyl-3,5-dihydroxyl-1-pentyne